C(C)(OC(C1=CC=CC=C1)(C)C)([O-])[O-] dimethyl-benzyl orthoacetate